O.I(=O)(=O)(=O)O periodic acid hydrate